C(C)(C)C1=C(C=CC=C1)C1=C(C=CC=C1)C(C)C 2,2'-Diisopropyl-biphenyl